1-methyl-2-(methylthio)-5-(3-nitrophenyl)-1H-imidazole CN1C(=NC=C1C1=CC(=CC=C1)[N+](=O)[O-])SC